4-oxo-5-[[4-[5-(trifluoromethyl)-1,2,4-oxadiazol-3-yl]phenyl]methyl]-2,3-dihydro-1,5-benzothiazepine O=C1CCSC2=C(N1CC1=CC=C(C=C1)C1=NOC(=N1)C(F)(F)F)C=CC=C2